7-(2-fluoro-6-hydroxyphenyl)-6-methyl-4-((2S)-2-methyl-4-(2-propenoyl)-1-piperazinyl)-1-(2-(2-propanyl)phenyl)pyrido[2,3-d]pyrimidin-2(1H)-one FC1=C(C(=CC=C1)O)C=1C(=CC2=C(N(C(N=C2N2[C@H](CN(CC2)C(C=C)=O)C)=O)C2=C(C=CC=C2)C(C)C)N1)C